COC(=O)[C@H]1[C@@H]2CC([C@H]([C@H]1NC(=O)C=1C=C(C(=CC1OC)F)C1=C(C=C(C(=C1)C(=O)N)F)F)C2)=C(F)F (1S,2S,3R,4R)-3-(5'-aminocarbonyl-2',4',6-trifluoro-4-methoxy-[1,1'-biphenyl]-3-carboxamido)-5-(difluoromethylene)bicyclo[2.2.1]heptane-2-carboxylic acid methyl ester